4-(4-cyano-2-methoxyphenyl)-5-ethoxy-1,4-dihydro-2,8-dimethyl-1,6-naphthyridine-3-carboxamide C(#N)C1=CC(=C(C=C1)C1C(=C(NC2=C(C=NC(=C12)OCC)C)C)C(=O)N)OC